C(CC1=CC=CC=C1)N1C=2N(C3=C(C1=O)C=CN=C3)C(NN2)=S 4-phenethyl-1-thioxo-2,4-dihydropyrido[4,3-e][1,2,4]triazolo[4,3-a]pyrimidin-5(1H)-one